2-(7-(2-(pyrrolidin-2-yl)ethyl)imidazo[1,2-a]pyrimidin-2-yl)-5-(2H-1,2,3-triazol-2-yl)phenol N1C(CCC1)CCC1=NC=2N(C=C1)C=C(N2)C2=C(C=C(C=C2)N2N=CC=N2)O